5-amino-2-[2-(cyclopropylamino)-3-pyridinyl]-6-(5-methyl-1H-indazol-4-yl)pyrimidine-4-carboxamide NC=1C(=NC(=NC1C1=C2C=NNC2=CC=C1C)C=1C(=NC=CC1)NC1CC1)C(=O)N